NC1=NC=C(C2=CC=C(C(=C12)F)C1=CN=C(N1C)C)C=1SC(=C(N1)COC(NC)=O)C1CCOCC1 ((2-(1-amino-7-(1,2-dimethyl-1H-imidazol-5-yl)-8-fluoroisoquinoline-4-yl)-5-(tetrahydro-2H-pyran-4-yl)thiazol-4-yl)methyl)(methyl)carbamate